OC[C@@H]1CN([C@H]2CN([C@@H]12)C1=CC=C(C=N1)C=1C=2N(C=C(C1)C=1C=NN(C1)C)N=CC2C#N)CC=2C=NC(=CC2)OC 4-(6-((1S,4R,5S)-4-hydroxymethyl-2-((6-methoxypyridin-3-yl)methyl)-2,6-diazabicyclo[3.2.0]heptan-6-yl)pyridin-3-yl)-6-(1-methyl-1H-pyrazol-4-yl)pyrazolo[1,5-a]pyridine-3-carbonitrile